(R)-N-((2S,3S)-2-(fluoromethyl)-2-hydroxy-5-oxotetrahydrofuran-3-yl)-5-isopropyl-3-(Isoquinolin-1-yl)-4,5-dihydroisoxazole-5-carboxamide FC[C@]1(OC(C[C@@H]1NC(=O)[C@@]1(CC(=NO1)C1=NC=CC2=CC=CC=C12)C(C)C)=O)O